BrC=1C=C(C(=C(/C=N/O)C1)F)C (E)-5-bromo-2-fluoro-3-methylbenzaldehyde oxime